N-((1-aminomethyl)benzyl)hexane-1-amine NCC(C1=CC=CC=C1)NCCCCCC